4,4'-(9,9-dihexyl-9H-fluorene-2,7-diyl)bis(N-phenyl-N-(4-vinylphenyl)aniline) C(CCCCC)C1(C2=CC(=CC=C2C=2C=CC(=CC12)C1=CC=C(N(C2=CC=C(C=C2)C=C)C2=CC=CC=C2)C=C1)C1=CC=C(N(C2=CC=CC=C2)C2=CC=C(C=C2)C=C)C=C1)CCCCCC